N-(8-quinolyl)-2-phenethyl-3-butenamide N1=CC=CC2=CC=CC(=C12)NC(C(C=C)CCC1=CC=CC=C1)=O